OC[C@@H](C)NC(=O)C=1C=NC2=C(C=CC=C2C1)C1=CC=C(C=C1)C(F)(F)F (R)-N-(1-hydroxypropan-2-yl)-8-(4-(trifluoromethyl)phenyl)quinoline-3-carboxamide